isotridecyl chloroformate ClC(=O)OCCCCCCCCCCC(C)C